2-(3-(4-((1H-pyrazol-4-yl)amino)-6-methyl-5-((3-methyloxetan-3-yl)methoxy)-quinazolin-2-yl)phenoxy)-N-(tert-butyl)acetamide bistrifluoroacetic acid salt FC(C(=O)O)(F)F.FC(C(=O)O)(F)F.N1N=CC(=C1)NC1=NC(=NC2=CC=C(C(=C12)OCC1(COC1)C)C)C=1C=C(OCC(=O)NC(C)(C)C)C=CC1